silylmethyl alcohol [SiH3]CO